CNN1C=NC=C1 (methylamino)-1H-imidazol